ClC=1C=C(C=C(C1)F)C1(CC1)C(=O)NC=1C=CC(=C(C(=O)OC)C1)C=1C=NN(C1)C1CCC1 Methyl 5-({[1-(3-chloro-5-fluorophenyl) cyclopropyl] carbonyl} amino)-2-(1-cyclobutyl-1H-pyrazol-4-yl)benzoate